3-nitro-4-([[(1s,4s)-4-hydroxy-4-methylcyclohexyl]methyl]amino)benzenesulfonamide [N+](=O)([O-])C=1C=C(C=CC1NCC1CCC(CC1)(C)O)S(=O)(=O)N